(S)-N-((S)-1-cyano-2-((S)-2-oxopiperidin-3-yl)ethyl)-3-((S)-3-methoxy-3-methyl-2-(2,2,2-trifluoroacetamido)butanoyl)-6,6-dimethyl-3-azabicyclo[3.1.0]hexane-2-carboxamide C(#N)[C@H](C[C@H]1C(NCCC1)=O)NC(=O)C1[C@@H]2C(C2CN1C([C@H](C(C)(C)OC)NC(C(F)(F)F)=O)=O)(C)C